C(C1=CC=CC=C1)(=O)C1=[N+](C=CC=C1)C benzoylmethyl-pyridinium